FC1=CC=C(C=C1)N(C1CCN(CC1)C(=O)OC(C)(C)C)C=1C=NC=CC1OC tert-Butyl 4-((4-fluorophenyl)(4-methoxypyridin-3-yl)amino)piperidine-1-carboxylate